((2s,6r)-2,6-dimethylmorpholino)pyrazolo[1,5-a]pyrimidine-3-carboxylic acid C[C@@H]1O[C@@H](CN(C1)C1=NN2C(N=CC=C2)=C1C(=O)O)C